tert-butyl 3-[[4-fluoro-2-(trifluoromethyl) phenyl] (methyl) amino]-1-(oxazolidin-2-yl)-1h,4h,5h,6h,7h-pyrazolo[3,4-c]pyridine-6-carboxylate FC1=CC(=C(C=C1)N(C1=NN(C=2CN(CCC21)C(=O)OC(C)(C)C)C2OCCN2)C)C(F)(F)F